C(C(=C)C)(=O)O.CC1=C(C=C(C=C1)OC)O methyl-2-hydroxy(4-methoxybenzene) methacrylate